hexahydro-1,3-benzothiazole S1CNC2C1=CCCC2